dimethoxymethylpropyl-silane COC(OC)[SiH2]CCC